ClC=1C=C2C(=CC1)NC(C21CCN(CC1)CCOC1=CC(=C(C(=C1)F)C(C)S(=O)(=O)C)F)=O 5-chloro-1'-{2-[3,5-difluoro-4-(1-methanesulfonyleth-yl)phenoxy]ethyl}-1,2-dihydrospiro[indole-3,4'-piperidin]-2-one